6-Chloro-8-(6-chloro-pyridin-3-yl)-9-cyclobutylmethyl-9H-pyrido[3,4-b]indole ClC=1C=C2C3=C(N(C2=C(C1)C=1C=NC(=CC1)Cl)CC1CCC1)C=NC=C3